P(=O)(O)(O)O.C(C)(C)(C)C1=C(O[Na])C=CC(=C1)C(C)(C)C (2,4-ditertbutyl-phenoxy)sodium phosphate